(1r,4r)-4-((5-(1-(2,2-difluoroethyl)-1H-benzo[d][1,2,3]triazol-6-yl)-4-methoxypyrrolo[2,1-f][1,2,4]triazin-2-yl-7-d)amino)-1-methylcyclohexan-1-ol FC(CN1N=NC2=C1C=C(C=C2)C=2C=C(N1N=C(N=C(C12)OC)NC1CCC(CC1)(O)C)[2H])F